scandium-ytterbium [Yb].[Sc]